3-hydroxy-thioacrylamide OC=CC(=S)N